6-((1R,2R)-1,2,3-trihydroxypropyl)tetrahydro-2H-pyran-2-carboxylic acid O[C@H]([C@@H](CO)O)C1CCCC(O1)C(=O)O